CN1C(N(CC=2C1=NC(=NC2)NC2=CC(=C(C=C2)N2CCN(CC2)C)C=2C=NN(C2)C)C2CCN(C1=CC=CC=C21)C(C=C)=O)=O 1-methyl-7-[4-(4-methylpiperazin-1-yl)-3-(1-methylpyrazol-4-yl)anilino]-3-(1-prop-2-enoyl-3,4-dihydro-2H-quinolin-4-yl)-4H-pyrimido[4,5-d]pyrimidin-2-one